benzyl-methylpiperidine C(C1=CC=CC=C1)C1N(CCCC1)C